γ-glycidoxypropylacetoxydiisopropylsilane C(C1CO1)OCCC[Si](C(C)C)(C(C)C)OC(C)=O